bicyclo[2.2.2]Octane-1-carboxamide C12(CCC(CC1)CC2)C(=O)N